C=C1CC[C@H]2O[C@]2(C)CC[C@@H]2[C@@H]1CC2(C)C (-)-Caryophyllene oxide